[C@H]12OC[C@H](N(C1)C(=O)N1CC3=C(C=C(C=C3CC1)C=1N=C3C(=NC1)NC=C3Cl)[C@H]3NCCOC3)CC2 ((1R,4R)-2-oxa-5-azabicyclo[2.2.2]oct-5-yl)(6-(7-chloro-5H-pyrrolo[2,3-b]pyrazin-2-yl)-8-((R)-morpholin-3-yl)-3,4-dihydroisoquinolin-2(1H)-yl)methanone